C(C=C)(=O)NC=1C=C2C=CC=C(C2=CC1)CN1N=C(C=2CN(C[C@@H](C21)C)C(=O)C=2NC=CC2)C(=O)NC=2C=C(C=CC2)C (S)-1-((6-acrylamidonaphthalen-1-yl)methyl)-7-methyl-5-(1H-pyrrole-2-carbonyl)-N-(m-tolyl)-4,5,6,7-tetrahydro-1H-pyrazolo[4,3-c]pyridine-3-carboxamide